(2S,5R)-5-[4-(4-nitrophenyl)phenyl]-1H-pyrrole-2-carboxamide hydrochloride Cl.[N+](=O)([O-])C1=CC=C(C=C1)C1=CC=C(C=C1)C1=CC=C(N1)C(=O)N